OCN1C(C(CCC1=O)N1C(C2=CC=C(C=C2C1)N1C(N([C@H](C1)C)C1=CC=CC=C1)=O)=O)=O 1-(hydroxymethyl)-3-(5-((S)-4-methyl-2-oxo-3-phenylimidazolidin-1-yl)-1-oxoisoindolin-2-yl)piperidine-2,6-dione